(S)-N-(2-(1-methylazepan-4-yl)thieno[2,3-b]pyridin-4-yl)benzo[d]thiazol-5-amine CN1CC[C@H](CCC1)C1=CC=2C(=NC=CC2NC=2C=CC3=C(N=CS3)C2)S1